(Z)-3-(3-Chlorophenyl)-1-(2-hydroxyphenyl)prop-2-en-1-one ClC=1C=C(C=CC1)\C=C/C(=O)C1=C(C=CC=C1)O